2-(4-cyclopropyl-6-methoxypyrimidin-5-yl)-N-((2-(trifluoromethyl)-5,6-dihydrobenzo[f]imidazo[1,2-d][1,4]oxazepin-9-yl)methyl)imidazo[2,1-f][1,2,4]triazin-4-amine C1(CC1)C1=NC=NC(=C1C1=NN2C(C(=N1)NCC1=CC3=C(C=4N(CCO3)C=C(N4)C(F)(F)F)C=C1)=NC=C2)OC